C(C1=CC=CC=C1)N1C[C@@H](CCC1)NC1=NC=C2N=C(N(C2=N1)C1CCC(CC1)C(=O)N)NC1=C(C=C(C=C1F)C#N)F (1S,4s)-4-(2-((R)-1-benzylpiperidin-3-ylamino)-8-(4-cyano-2,6-difluorophenylamino)-9H-purin-9-yl)cyclohexanecarboxamide